5-cyclopropyl-1,5,6,7-tetrahydro-4H-pyrazolo[4,3-c]pyridin-4-one C1(CC1)N1C(C2=C(CC1)NN=C2)=O